COC=1C=C(C=CC1)N1N=C(C=C1)CC(=O)O 2-[1-(3-methoxyphenyl)-1H-pyrazol-3-yl]acetic acid